Cl.CC1=NC=2N(C(=C1)[C@H]1CN(CCC1)C(N)=N)N=C(C2)[C@@H]2CC[C@H](CC2)C(F)(F)F (3R)-3-{5-methyl-2-[trans-4-(trifluoromethyl)cyclohexyl]pyrazolo[1,5-a]pyrimidin-7-yl}piperidine-1-carboximidamide hydrochloride